FC1(CN(CC1)C1=NC=CC(=C1NC(=O)C=1C=NC(=NC1)C(C)C)C1=CC(=CC=C1)OC)F N-[2-(3,3-difluoropyrrolidin-1-yl)-4-(3-meth-oxyphenyl)-3-pyridyl]-2-isopropyl-pyrimidine-5-carboxamide